C(C)OC(=O)C1=COC(=CC1=O)C1=CC=C(C=C1)N1CCCC1 4-oxo-6-(4-(pyrrolidin-1-yl)phenyl)-4H-pyran-3-carboxylic acid ethyl ester